C1=CC=CC2=C1CCCCC2 6,7,8,9-tetrahydro-5H-benzo[7]annulene